4-bromo-N-(pyrazine-2-yl)benzamide Tri-tert-butyl-(5S,8S,22S,26S)-1-amino-5,8-dibenzyl-4,7,10,19,24-pentaoxo-3,6,9,18,23,25-hexaazaoctacosane-22,26,28-tricarboxylate C(C)(C)(C)OC(=O)[C@H](CCC(NCCCCCCCC(N[C@H](C(N[C@H](C(NCCN)=O)CC1=CC=CC=C1)=O)CC1=CC=CC=C1)=O)=O)NC(N[C@@H](CCC(=O)OC(C)(C)C)C(=O)OC(C)(C)C)=O.BrC1=CC=C(C(=O)NC2=NC=CN=C2)C=C1